4-(azetidin-3-yl)-2,6-diisopropylbenzaldehyde N1CC(C1)C1=CC(=C(C=O)C(=C1)C(C)C)C(C)C